2-(((6-aminopyridin-3-yl)methyl)sulfurYl)-4-ethyl-6-(4-methyl-1,4-diazepan-1-yl)pyridine-3,5-dicarbonitrile NC1=CC=C(C=N1)CS(=O)(=O)C1=NC(=C(C(=C1C#N)CC)C#N)N1CCN(CCC1)C